OC=1C=C(C=CC1)/C=C/C(=O)C1=CC=C(C=C1)C(C)C (E)-3-(3-Hydroxyphenyl)-1-(4-propan-2-ylphenyl)prop-2-en-1-one